lithium (S-methyl-N-((trifluoromethyl)sulfonyl)sulfinamide) CS(=O)NS(=O)(=O)C(F)(F)F.[Li]